Diphosphine PP